(5S,8S,10aR)-5-((tert-butoxycarbonyl)amino)-3-(5-methylbenzo[d]isoxazole-3-carbonyl)-6-oxodecahydropyrrolo[1,2-a][1,5]diazocine-8-carboxylic acid C(C)(C)(C)OC(=O)N[C@H]1CN(CC[C@@H]2N(C1=O)[C@@H](CC2)C(=O)O)C(=O)C2=NOC1=C2C=C(C=C1)C